calcium(II) 2-ethylhexanoate C(C)C(C(=O)[O-])CCCC.[Ca+2].C(C)C(C(=O)[O-])CCCC